COCCCS(=O)(=O)C1=CC=C(C=C1)C1=CC=C(C=C1)C(C)(C)NC(OC1CN2CCC1CC2)=O Quinuclidin-3-yl (2-(4'-((3-methoxypropyl)sulfonyl)-[1,1'-biphenyl]-4-yl)propan-2-yl)carbamate